C(CCCCCCC)C=1N=C(OC1)CC(=C)C 2-((4-octyloxazol-2-yl)methyl)propene